CC1(C2CCNC2C1)OC=1C=2N(C=C(N1)C=1C=NN(C1)C)N=CC2 6-methyl-6-((6-(1-methyl-1H-pyrazol-4-yl)pyrazolo[1,5-a]pyrazin-4-yl)oxy)-2-azabicyclo[3.2.0]heptan